C1(CC1)S(=O)(=O)N1CCC2(C[C@@H](OC2=O)CCN2CCN(CC2)C2=CC=C(C=C2)C)CC1 (R)-8-(cyclopropylsulfonyl)-3-(2-(4-(p-tolyl)piperazin-1-yl)ethyl)-2-oxa-8-azaspiro[4.5]decan-1-one